N-(4-cyclobutyl-5-(4,4-difluorocyclohexyl)-1-methyl-1H-pyrazol-3-yl)-3,3-difluorocyclobutane-1-carboxamide C1(CCC1)C=1C(=NN(C1C1CCC(CC1)(F)F)C)NC(=O)C1CC(C1)(F)F